FC=1C=C2C(=C(C(NC2=CC1)=O)C(\C=C\C=1C=NC=CC1)=O)C1=CC=CC=C1 6-fluoro-4-phenyl-3-[(2E)-3-(pyridin-3-yl)prop-2-enoyl]-1,2-dihydroquinolin-2-one